3-ethyl-2-methyl-5-methylaminoindole C(C)C1=C(NC2=CC=C(C=C12)NC)C